C1(CCC(CC1)CO)CO ((1s,4s)-cyclohexane-1,4-diyl)dimethanol